copper diammonium ethylenediamine tetraacetate C(C)(=O)ON(CCN(OC(C)=O)OC(C)=O)OC(C)=O.[NH4+].[NH4+].[Cu+2]